[N-](S(=O)(=O)C(F)(F)F)S(=O)(=O)C(F)(F)F.C(C)(C)(C)C1=CC=C(C=C1)[I+]C1=CC=C(C=C1)C(C)(C)C bis-(4-t-butylphenyl)-iodonium bis(trifluoromethane)sulfonimide